CC1(OC(CC(C1)C(=O)NC=1SC(=CN1)C=1C=C2C(=CN=NC2=CC1)NC1COCC1)(C)C)C 2,2,6,6-tetramethyl-N-(5-(4-((tetrahydrofuran-3-yl)amino)cinnolin-6-yl)thiazol-2-yl)tetrahydro-2H-pyran-4-carboxamide